3,3-dibutyl-8-hydroxy-7-(methylsulfanyl)-5-phenyl-2,3,4,5-tetrahydro-1,5-benzothiazepine 1,1-dioxide C(CCC)C1(CS(C2=C(N(C1)C1=CC=CC=C1)C=C(C(=C2)O)SC)(=O)=O)CCCC